4-(1-(4-fluoro-2-methylphenyl)-4-oxo-6-(trifluoromethyl)-1,4-dihydroquinazolin-3(2H)-yl)-3-methylpyridine 1-oxide FC1=CC(=C(C=C1)N1CN(C(C2=CC(=CC=C12)C(F)(F)F)=O)C1=C(C=[N+](C=C1)[O-])C)C